FC=1C=C2C(=NC1)O[C@@H](C1=C(O2)C=CC=C1)CN |o1:8| (S*)-(3-fluoro-10H-benzo[5,6][1,4]dioxepino[2,3-b]pyridin-10-yl)methanamine